(R)-3-((2-(6-(2-(diisopropylcarbamoyl)-4-fluorophenoxy)-1,2,4-Triazin-5-yl)-2,7-diazaspiro[3.5]nonan-7-yl)methyl)pyrrolidine-1-carboxylic acid tert-butyl ester C(C)(C)(C)OC(=O)N1C[C@H](CC1)CN1CCC2(CN(C2)C=2N=CN=NC2OC2=C(C=C(C=C2)F)C(N(C(C)C)C(C)C)=O)CC1